(quinolin-8-yl)pyrido[2,3-d]pyrimidin-2(1H)-one N1=CC=CC2=CC=CC(=C12)N1C(N=CC2=C1N=CC=C2)=O